C1CCC2C3C(CC(C12)C3)=CCCC=O 4-(octahydro-4,7-methano-5H-inden-5-ylidene)-butanal